1,2-bis-(4-aminophenyl)ethane NC1=CC=C(C=C1)CCC1=CC=C(C=C1)N